BrCC1=CC=C(C=C1)C=1C=C(C=CC1C=1N=NN(N1)C(C1=CC=CC=C1)(C1=CC=CC=C1)C1=CC=CC=C1)C1=CC=CC=C1 5-(4''-(bromomethyl)-[1,1':3',1''-terphenyl]-4'-yl)-2-trityl-2H-tetrazole